CN1C(CN(C2=CC=CC=C12)C1=CC=C(C=C1)C(F)(F)F)CNC(C)=O N-((1-methyl-4-(4-(trifluoromethyl)phenyl)-1,2,3,4-tetrahydroquinoxalin-2-yl)methyl)acetamide